BrC1=CC=C(C=C1)C=1N=C(SC1)NC(C1=C(C=C(C=C1)F)NC(CCCN(C)C)=O)=O N-(4-(4-Bromophenyl)thiazol-2-yl)-2-(4-(dimethylamino)butanamido)-4-fluorobenzamide